((4-Bromo-2,3-difluoro-5-methylbenzyl)oxy)(tert-butyl)dimethylsilane tert-butyl-2-(difluoromethoxy)-6-methoxy-4-[4-methoxy-2-methyl-6-(1-methylpyrazol-4-yl)indazol-3-yl]benzoate C(C)(C)(C)OC(C1=C(C=C(C=C1OC)C=1N(N=C2C=C(C=C(C12)OC)C=1C=NN(C1)C)C)OC(F)F)=O.BrC1=C(C(=C(CO[Si](C)(C)C(C)(C)C)C=C1C)F)F